FC=1C(=CC2=C(N(C=N2)C2=CC=C(C(=N2)N2N=C(C=C2C)C#N)[C@@H](C)O)C1)NC=1N=NC(=CC1)C 1-[6-[6-fluoro-5-[(6-methylpyridazin-3-yl)amino]benzimidazol-1-yl]-3-[(1R)-1-hydroxyethyl]-2-pyridinyl]-5-methyl-pyrazole-3-carbonitrile